3-Aminopropyldimethoxymethyl-silan NCCC[SiH2]C(OC)OC